ClC=1C(=NN(C1C)C=1C=C(C(=O)N(C=2C=CC3=C(N=C(O3)C(F)(F)F)C2)C)C=CC1)C 3-(4-chloro-3,5-dimethyl-pyrazol-1-yl)-N-methyl-N-[2-(trifluoromethyl)-1,3-benzoxazol-5-yl]benzamide